4,6-di-O-benzyl-2-deoxy-2-trichloroacetamido-alpha-D-mannopyranose C(C1=CC=CC=C1)O[C@H]1[C@@H]([C@@H]([C@@H](O)O[C@@H]1COCC1=CC=CC=C1)NC(C(Cl)(Cl)Cl)=O)O